C(CCCCCCC\C=C/CCCCCCCC)(=O)OC(CCCC(C(CCCCC)O)C=O)OC(CCCCCCC\C=C/CCCCCCCC)=O 5-formyl-6-hydroxyundecane-1,1-diyl dioleate